OC1=C(C2=CC=CC=C2C=C1)CC1=C(N=CC2=CC=CC=C12)O 4-((2-hydroxynaphthalen-1-yl)methyl)isoquinolin-3-ol